N1=CC=C(C=C1)C(\C=C\C1=NC2=CC(=CC=C2C=C1)C(F)(F)F)=O (E)-1-(pyridin-4-yl)-3-(7-(trifluoromethyl)quinolin-2-yl)-prop-2-en-1-one